C(C)(C)(C)OC(=O)N(S(=O)(=O)C1=CC=CC(=N1)N(C(OC(C)(C)C)=O)S(=O)(=O)CCCC=C)C=1SC(=C(N1)C1=C(C=CC=C1)C=C)C1=CC(=CC=C1)OCCC(C)(C)C tert-butyl N-[6-[tert-butoxycarbonyl-[5-[3-(3,3-dimethylbutoxy)phenyl]-4-(2-vinylphenyl)thiazol-2-yl]sulfamoyl]-2-pyridyl]-N-pent-4-enylsulfonyl-carbamate